3'-ethoxy-4-fluoro-4'-(7-oxo-6,7-dihydro-3H-[1,2,3]triazolo[4,5-d]pyrimidin-5-yl)-[1,1'-biphenyl]-3-carboxylic acid C(C)OC=1C=C(C=CC1C=1NC(C2=C(N1)NN=N2)=O)C2=CC(=C(C=C2)F)C(=O)O